1-(4-{5-[chloro(difluoro)methyl]-1,2,4-oxadiazol-3-yl}benzyl)-1-cyclopropyl-3-methylurea ClC(C1=NC(=NO1)C1=CC=C(CN(C(=O)NC)C2CC2)C=C1)(F)F